ClC1=NC(=CC(=C1)[C@@H]1COC[C@H](N1C(C=C)=O)C(F)F)C1=NC=NC(=C1)C 1-((3R,5S)-3-(2-chloro-6-(6-methylpyrimidin-4-yl)pyridin-4-yl)-5-(difluoromethyl)morpholino)prop-2-en-1-one